FC1=CC=C(C=C1)C=1C=C2C(=NC=NC2=C(C1)OC1C(NCC1)=O)N[C@H](C)C=1C=NC(=NC1)C(F)(F)F 3-((6-(4-fluorophenyl)-4-(((R)-1-(2-(trifluoromethyl)pyrimidin-5-yl)ethyl)amino)quinazolin-8-yl)oxy)pyrrolidin-2-one